Tert-butyldimethyl-(3-((trans)-2-methylcyclopropyl)phenoxy)silane C(C)(C)(C)[Si](OC1=CC(=CC=C1)[C@H]1[C@@H](C1)C)(C)C